methanoyl chloride C(=O)Cl